(S)-1-ethyl-N'-((3-ethyl-2-(trifluoromethyl)-6,7-dihydro-5H-cyclopenta[b]pyridin-4-yl)carbamoyl)-4-fluoro-1H-pyrazole-3-sulfonimidamide C(C)N1N=C(C(=C1)F)[S@](=O)(N)=NC(NC1=C2C(=NC(=C1CC)C(F)(F)F)CCC2)=O